Cl.FC=1C=C(C=CC1)NC1N(C(=NC(=N1)N)N1CCOCC1)C1=CC=C(C=C1)F N-(3-Fluorophenyl)-N1-(4-fluorophenyl)-6-morpholin-4-yl-[1,3,5]triazine-2,4-diamine hydrochloride